C1(CC1)N1N=CC(=C1)[C@H]1CN(C[C@H](O1)C)C1=CC2=C(C(=N1)C1=CCC(CC1)C(F)(F)F)CN(C2=O)C 6-[(2S,6R)-2-(1-cyclopropylpyrazol-4-yl)-6-methyl-morpholin-4-yl]-2-methyl-4-[4-(trifluoromethyl)cyclohexen-1-yl]-3H-pyrrolo[3,4-c]pyridin-1-one